FC1=C(C=CC=C1F)[C@@H]1N(OCC1)C1=CC(=NC=N1)NC1=C(C=C(C=C1)N1CCC(CC1)N1CCN(CC1)CC)OC (R)-6-(3-(2,3-difluorophenyl)isoxazolidin-2-yl)-N-(4-(4-(4-ethylpiperazin-1-yl)piperidin-1-yl)-2-methoxy-phenyl)pyrimidin-4-amine